BrC1(C(N(C2=CC=C(C=C12)[N+](=O)[O-])CC(C)(F)F)=O)Br 3,3-dibromo-1-(2,2-difluoropropyl)-5-nitroindol-2-one